(6-(2-(diphenylmethylene)hydrazinyl)-2-fluoro-3-methoxyphenyl)methanamine hydrochloride Cl.C1(=CC=CC=C1)C(=NNC1=CC=C(C(=C1CN)F)OC)C1=CC=CC=C1